tert-butyl-rel-(6S,7S)-7-{[2'-(2-ethoxy-2-oxoethoxy)-2-fluoro-[1,1'-biphenyl]-3-yl]methyl}-2-oxo-4-oxa-1,8-diazaspiro[5.5]undecane-8-carboxylate C(C)(C)(C)OC(=O)N1[C@H]([C@]2(COCC(N2)=O)CCC1)CC=1C(=C(C=CC1)C1=C(C=CC=C1)OCC(=O)OCC)F |o1:8,9|